2-(4-Fluorophenyl)-5-methyl-oxazolo[4,5-c]pyridin-5-ium-2-d FC1=CC=C(C=C1)C1(OC2=C(C=[N+](C=C2)C)N1)[2H]